2-(4-chloro-2-methoxyphenyl)-1-(5-(pentafluoro-λ6-sulfanyl)-1H-indol-3-yl)ethanone ClC1=CC(=C(C=C1)CC(=O)C1=CNC2=CC=C(C=C12)S(F)(F)(F)(F)F)OC